rel-N-(5-((2R,4R)-4-((4-isopropylpyridazin-3-yl)oxy)tetrahydrofuran-2-yl)-1H-pyrazol-3-yl)pyrazolo[1,5-a]pyrazin-4-amine C(C)(C)C1=C(N=NC=C1)O[C@@H]1C[C@@H](OC1)C1=CC(=NN1)NC=1C=2N(C=CN1)N=CC2 |o1:10,12|